ClC=1C(=C(C=CC1)C)[C@]1(CNCC1)NC1=CC=C2C=CC(N(C2=C1)C)=O 7-[(R)-3-(3-chloro-2-tolyl)-3-pyrrolidinylamino]-1-methyl-2(1H)-quinolinone